dipropyldibutyl-phosphonium bromide [Br-].C(CC)[P+](CCCC)(CCCC)CCC